CC(C)=CCC\C(\C)=C\CC\C(\C)=C\C=C\C(\C)=C\C=C\C=C(/C)\C=C\C=C(/C)\CC\C=C(/C)\CCC=C(C)C all-trans-zeta-carotene